(R,S)-1-(pyridin-2-yl)-1-(3-(4,4,5,5-tetramethyl-1,3,2-dioxaborolan-2-yl)phenyl)ethanol N1=C(C=CC=C1)[C@](C)(O)C1=CC(=CC=C1)B1OC(C(O1)(C)C)(C)C